CC=1C(=C2C=CNC2=C(C1)C)CC1C(CC2(CC(C2)(F)F)CC1)C1=CC=C(C(=O)O)C=C1 4-(7-((5,7-dimethyl-1H-indol-4-yl)methyl)-2,2-difluorospiro[3.5]nonan-6-yl)benzoic acid